S1C(CNC=C1)=O [1,4]thiazine-2(3H)-one